CCN(CC1=CC(=CC=C1)S(=O)(=O)[O-])C2=CC=C(C=C2)C(=C3C=CC(=[N+](CC)CC4=CC(=CC=C4)S(=O)(=O)[O-])C=C3)C5=CC=CC=C5.[Na+] The molecule is an organic sodium salt having 3-[(ethyl{4-[(4-{ethyl[(3-sulfonatophenyl)methyl]amino}phenyl)(phenyl)methylidene]cyclohexa-2,5-dien-1-ylidene}azaniumyl)methyl]benzene-1-sulfonate. Used as a substitute for Light green SF yellowish in Masson's trichrome, although it is prone to fade. Previously used as a food dye but is now no longer approved. It has a role as a fluorochrome, a food colouring and a histological dye. It contains a Guinee green B(1-).